(3R,4S)-1-(benzylsulfonyl)-4-(3-methoxyphenyl)-3-((methylamino)methyl)piperidin-4-ylbenzoate C(C1=CC=CC=C1)S(=O)(=O)N1C[C@H]([C@@](CC1)(C1=CC(=CC=C1)OC)OC(C1=CC=CC=C1)=O)CNC